2-((3-isopropoxy-1-methyl-1H-pyrazol-4-yl)amino)-7-((3r,4r)-4-methoxytetrahydrofuran-3-yl)-7H-pyrrolo[2,3-d]pyrimidine-6-carbonitrile C(C)(C)OC1=NN(C=C1NC=1N=CC2=C(N1)N(C(=C2)C#N)[C@@H]2COC[C@@H]2OC)C